IC1=C(C=CC=C1)B(O)O iodo-phenylboronic acid